OC1=NC(=C2NC=NC2=N1)NCC1=C(C=C(C(=C1)OC)OC)OC 2-hydroxy-6-(2,4,5-trimethoxybenzylamino)purine